[NH3+]CC(CSCC[C@H](N)C(=O)Cl)O S-(3-ammonio-2-hydroxypropyl)-L-homocysteine chloride